C1(=CC=CC=C1)[C@H](CC)N (S)-1-phenylpropylamine